CN1CCC2=CC=CC(=C12)CC(=O)N (1-methylindolin-7-yl)acetamide